C(C)(C)(C)NC1CN(CC1)C1=CC=C2C(=N1)OCC=1C=C(C=CC12)B1OC(C(O1)(C)C)(C)C N-(tert-butyl)-1-(8-(4,4,5,5-tetramethyl-1,3,2-dioxaborolan-2-yl)-6H-isochromeno[3,4-b]pyridin-3-yl)pyrrolidin-3-amine